FC1=CC=C(C=C1)\C(\C)=N\NC(=O)C1=CC=CC2=CC=CC=C12 (E)-N'-(1-(4-fluorophenyl)ethylidene)-1-naphthohydrazide